1-(5-methoxy-2-(1-methyl-1H-pyrazol-4-yl)-4-nitrophenyl)piperidine-4-carbaldehyde COC=1C(=CC(=C(C1)N1CCC(CC1)C=O)C=1C=NN(C1)C)[N+](=O)[O-]